Br.Br.BrC1=CC=C(C=C1)\N=C(/N)\SCC1=C(C=C(C(=C1)Cl)Cl)CSC(N)=NC1=CC=C(C=C1)Br (4,5-Dichloro-1,2-phenylene)bis(methylene) (E,E)-bis(N'-(4-bromophenyl)carbamimidothioate) dihydrobromide